FC(C[C@H](C)NC(OC(C)(C)C)=O)(CO)F tert-butyl (S)-(4,4-difluoro-5-hydroxypentan-2-yl)carbamate